(2-(3',6'-dimethyl-10H-spiro[acridin-9,9'-fluoren]-10-yl)ethyl)phosphoric acid CC=1C=CC=2C3(C4=CC=C(C=C4C2C1)C)C1=CC=CC=C1N(C=1C=CC=CC13)CCOP(O)(O)=O